C(C)[Si](OCCN(CCCC)CCCC)(OCCN(CCCC)CCCC)OCCN(CCCC)CCCC ethyltris[2-(dibutylamino)ethoxy]silane